C(C)[C@]1(C(OCC=2C(N3CC=4C(=NC=5C=CC(=C(C5C4)C[N+](C)(C)C)O)C3=CC21)=O)=O)O (S)-1-(4-ethyl-4,9-dihydroxy-3,14-dioxo-3,4,12,14-tetrahydro-1H-pyrano[3',4':6,7]indolizino[1,2-b]quinolin-10-yl)-N,N,N-trimethylmethylammonium